(R)-N-[(1S)-1-(6-bromo-3-pyridyl)-2,2,2-trifluoro-ethyl]-N,2-dimethyl-propane-2-sulfinamide BrC1=CC=C(C=N1)[C@@H](C(F)(F)F)N([S@](=O)C(C)(C)C)C